9,9-bis[4-(2-bromoethoxy)phenyl]fluorene BrCCOC1=CC=C(C=C1)C1(C2=CC=CC=C2C=2C=CC=CC12)C1=CC=C(C=C1)OCCBr